C(C=C)(=O)OCCCCCCCCCOC(C=C)=O nonane-1,9-diol diacrylate